N-[(3S)-5-methyl-4-oxo-2,3-dihydro-1,5-benzoxazepin-3-yl]-5-(trifluoromethyl)imidazo[1,2-a]pyridine-2-carboxamide CN1C([C@H](COC2=C1C=CC=C2)NC(=O)C=2N=C1N(C(=CC=C1)C(F)(F)F)C2)=O